1,1,1,4,4,4-hexafluoro-2-chloro-2-butene FC(C(=CC(F)(F)F)Cl)(F)F